pyrazolo[1,5-a]pyrazine-3-carbonitrile N1=CC(=C2N1C=CN=C2)C#N